CN1N=C(C(=C1C)C1=NC=NC2=CC(=C(C=C12)OC(=O)N1[C@H](CN(CC1)C)C)OC)C1=CC=CC=C1 (S)-2,4-dimethylpiperazine-1-carboxylic acid 4-(1,5-dimethyl-3-phenyl-1H-pyrazol-4-yl)-7-methoxyquinazolin-6-yl ester